FC1(CN(C(C=2N(C1)N=C1C2CN(CC1)C(=O)OC(C)(C)C)=O)C)C1=CC=CC=C1 tert-Butyl 8-fluoro-10-methyl-11-oxo-8-phenyl-3,4,8,9,10,11-hexahydro-1H-pyrido[4',3':3,4]pyrazolo[1,5-a][1,4]diazepine-2(7H)-carboxylate